C(CCCCCCC\C=C/CCCCCCCC)(=O)[N+](CCO)(CC)C(CCCCCCC\C=C/CCCCCCCC)=O dioleoyl-ethyl-hydroxyethyl-ammonium